4-[(5-cyano-2-pyridyl)amino]-N-methyl-3-(1-methylimidazol-4-yl)benzenesulfonamide C(#N)C=1C=CC(=NC1)NC1=C(C=C(C=C1)S(=O)(=O)NC)C=1N=CN(C1)C